C(C)C(C(=O)OCC=1C=NC(=C(C1COC(C(CC#C)CC)=O)OC(CCC\C=C/C[C@@H]1[C@H]([C@@H](C[C@@H]1O)O)CC[C@H](CCC1=CC=CC=C1)O)=O)C)CC#C (5-(((Z)-7-((1R,2R,3R,5S)-3,5-Dihydroxy-2-((R)-3-hydroxy-5-phenylpentyl)cyclopentyl)hept-5-enoyl)oxy)-6-methylpyridine-3,4-diyl)bis(methylene) bis(2-ethylpent-4-ynoate)